N1(CCCCC1)CCOC1=CC=C(C=C1)C=1C=C2C(=NC1)N(C=C2C=2N(N=CC2)C)[SH4]OOC2=CC=C(C=C2)C 5-(4-{[2-(hexahydropyridine-1-yl)ethyl]oxy}phenyl)-1-[(4-methylphenyl)dioxy-λ6-sulfanyl]-3-(2-methylpyrazol-3-yl)pyrrolo[2,3-b]pyridine